N1(CCNCC1)C1=CC=C(C=C1)NC(=O)C1=NNC=C1NC1=NC=NC=2CCCCC12 N-(4-(piperazin-1-yl)phenyl)-4-((5,6,7,8-tetrahydroquinazolin-4-yl)amino)-1H-pyrazole-3-carboxamide